NN1C(NC(N([C@H]2[C@H](O)[C@H](O)[C@@H](CO)O2)C1)=O)=O 5-amino-5-azauridine